(2-cyclopropyl-phenyl)boronic acid C1(CC1)C1=C(C=CC=C1)B(O)O